C1=CC=C2C(=C1)C(=O)OC(=O)N2 benzoxazinedione